FC1(CC1)C1=CC=C(C=C1)B1OC(C(O1)(C)C)(C)C 2-[4-(1-Fluorocyclopropyl)phenyl]-4,4,5,5-tetramethyl-1,3,2-dioxaborolan